NC1=C(N=C2C(=N1)NC=C2)C(=O)NCC2=[N+](C1=C(N2CC)C=C(C=C1)OCCNC(=O)OC(C)(C)C)CC 2-[({3-amino-5H-pyrrolo-[2,3-b]pyrazin-2-yl}formamido)methyl]-6-(2-{[(tert-butoxy)carbonyl]amino}ethoxy)-1,3-diethyl-1H-1,3-benzodiazol-3-ium